2-(2-(cyclopropanesulfonylamino)thiazol-4-yl)-N-(5-(6-methoxypyrazin-2-yl)pyridin-2-yl)butanamide tri(2,6-dimethylphenyl)phosphate CC1=C(C(=CC=C1)C)OP(=O)(OC1=C(C=CC=C1C)C)OC1=C(C=CC=C1C)C.C1(CC1)S(=O)(=O)NC=1SC=C(N1)C(C(=O)NC1=NC=C(C=C1)C1=NC(=CN=C1)OC)CC